(2S,5R)-N-{[(2R,4R)-4-(Aziridin-1-ylmethyl)-pyrrolidin-2-yl]methyloxy}-7-oxo-6-(sulfooxy)-1,6-diazabicyclo[3.2.1]octane-2-carboxamide N1(CC1)C[C@@H]1C[C@@H](NC1)CONC(=O)[C@H]1N2C(N([C@H](CC1)C2)OS(=O)(=O)O)=O